CC=1SC(=CN1)C(=O)O 2-methylthiazole-5-Formic acid